P(OCCCCCCCC)(OCCCCCCCC)OC1=CC=CC=C1 din-octyl monophenyl phosphite